tert-butyl 4-(1-(4-amino-2-fluorophenyl)piperidin-4-yl)piperazine-1-carboxylate NC1=CC(=C(C=C1)N1CCC(CC1)N1CCN(CC1)C(=O)OC(C)(C)C)F